ethyl (6R)-6-[4-(5-fluoro-3-pyrazin-2-yl-2-pyridyl)-1-piperidyl]-2-azaspiro[3.4]octane-2-carboxylate FC=1C=C(C(=NC1)C1CCN(CC1)[C@H]1CC2(CN(C2)C(=O)OCC)CC1)C1=NC=CN=C1